(+)-Lysergic acid diethylamide (+)-tartrate C(=O)(O)C(O)C(O)C(=O)O.C(C)N(C(=O)[C@H]1CN(C)[C@@H]2CC3=CNC4=CC=CC(C2=C1)=C34)CC